2,2,4-trimethyl-2,3,4,6,7,8-hexahydro-5H-chromen-5-one CC1(OC=2CCCC(C2C(C1)C)=O)C